FC(C1=NN(C=C1S(=O)(=O)[C@@](C)(F)C1CCN(CC1)C=1C=NC(=CC1)C)C)F (R)-4-(1-((3-(difluoro-methyl)-1-methyl-1H-pyrazol-4-yl)sulfonyl)-1-fluoro-ethyl)-N-(6-methyl-pyridin-3-yl)piperidine